2-(2H-tetrazol-5-yl)benzamide N=1NN=NC1C1=C(C(=O)N)C=CC=C1